tert-Butyl 3-[7-chloro-8-fluoro-2-[[1-[(4-methoxyimino-1-piperidyl)methyl]cyclopropyl]methoxy]pyrido[4,3-d]pyrimidin-4-yl]-3,8-diazabicyclo[3.2.1]octane-8-carboxylate ClC1=C(C=2N=C(N=C(C2C=N1)N1CC2CCC(C1)N2C(=O)OC(C)(C)C)OCC2(CC2)CN2CCC(CC2)=NOC)F